6-(furan-3-yl)quinoline-4-carboxylic acid O1C=C(C=C1)C=1C=C2C(=CC=NC2=CC1)C(=O)O